O[C@@]1([C@H](CCC1)N1C(C(=CC2=C1N=C(N=C2)NC2(CCN(CC2)S(=O)(=O)C)[2H])C([2H])([2H])[2H])=O)C([2H])([2H])[2H] (+)-8-((1S,2S)-2-hydroxy-2-(methyl-d3)cyclopentyl)-6-(methyl-d3)-2-((1-(methylsulfonyl)piperidin-4-yl-4-d)-amino)pyrido[2,3-d]pyrimidin-7(8H)-one